1-boc-3-aminoazetidine C(=O)(OC(C)(C)C)N1CC(C1)N